sodium (((1,3-dihydroxy-2-(hydroxymethyl)propan-2-yl)azanediyl)bis(butane-4,1-diyl))bis(phosphonate) OCC(CO)(CO)N(CCCCP([O-])([O-])=O)CCCCP([O-])([O-])=O.[Na+].[Na+].[Na+].[Na+]